COC=1C=C(CC2CCCN3C2=NC2=C(C3=O)C=C(O2)C2=CC=C(C=C2)F)C=CC1OC (E)-9-(3,4-dimethoxybenzyl)-2-(4-fluorophenyl)-6,7,8,9-tetrahydro-4H-furo[2,3-d]pyrido[1,2-a]pyrimidin-4-one